C(C(C)(C)C)(=O)OOOC(C)(C)CC tertiary-amylperoxy pivalate